3-((5-(5-(difluoromethyl)-1,3,4-oxadiazol-2-yl)pyridin-2-yl)methyl)-1-(1-methylpiperidin-4-yl)-5-(trifluoromethyl)-1,3-dihydro-2H-benzo[d]imidazol-2-one FC(C1=NN=C(O1)C=1C=CC(=NC1)CN1C(N(C2=C1C=C(C=C2)C(F)(F)F)C2CCN(CC2)C)=O)F